C(C)(C)[NH2+]C(C)C bis-isopropyl-ammonium